C1(CC1)C=1C=C(C(=C(C1)[C@H](C(=O)O)N1C[C@@H](CC1)N(CCCCCC1=NC=2NCCCC2C=C1)C)OC)F (R)-2-(5-cyclopropyl-3-fluoro-2-methoxyphenyl)-2-((R)-3-(methyl(5-(5,6,7,8-tetrahydro-1,8-naphthyridin-2-yl)pentyl)amino)pyrrolidin-1-yl)acetic acid